tert-butyl ((3R,6S)-6-(5-(methylsulfonyl)-1,3,4-oxadiazol-2-yl)tetrahydro-2H-pyran-3-yl)carbamate CS(=O)(=O)C1=NN=C(O1)[C@@H]1CC[C@H](CO1)NC(OC(C)(C)C)=O